FC1=C(C=CC(=C1F)OC)C1=CN=C2N1C=CN=C2NC2=CC(=C(C(=O)NCCNC(=O)[C@H]1[C@H](CNCC1)O)C=C2)C (3R,4R)-N-[2-[[4-[[3-(2,3-difluoro-4-methoxy-phenyl)imidazo[1,2-a]pyrazin-8-yl]amino]-2-methyl-benzoyl]amino]ethyl]-3-hydroxy-piperidine-4-carboxamide